The molecule is a polyprenol diphosphate compound having eighteen prenyl units with undefined stereochemistry about the double bonds. It has a role as a Saccharomyces cerevisiae metabolite. CC(=CCC/C(=C/CC/C(=C/CC/C(=C/CC/C(=C/CC/C(=C/CC/C(=C/CC/C(=C/CC/C(=C/CC/C(=C/CC/C(=C/CC/C(=C/CC/C(=C/CC/C(=C/CC/C(=C/CC/C(=C/CC/C(=C/CC/C(=C/COP(=O)(O)OP(=O)(O)O)/C)/C)/C)/C)/C)/C)/C)/C)/C)/C)/C)/C)/C)/C)/C)/C)/C)C